O=S1(CC2(C1)CCN(CC2)C(CCC2=CC=C(C=C2)OC(F)(F)F)=O)=O 1-(2,2-dioxo-2-thia-7-azaspiro[3.5]nonan-7-yl)-3-(4-(trifluoromethoxy)phenyl)propan-1-one